N-(5-{1-[4-(trifluoro-methyl)phenyl]-1H-pyrazol-4-yl}-1H-indol-3-yl)-1H-pyrazole-5-carboxamide FC(C1=CC=C(C=C1)N1N=CC(=C1)C=1C=C2C(=CNC2=CC1)NC(=O)C1=CC=NN1)(F)F